2-(2,5-difluorophenyl)ethan-1-ol FC1=C(C=C(C=C1)F)CCO